C(CC(CCCCCCCCCCCCCCCCCCCCC)O)O tetracosane-1,3-diol